N-[4-[(6,7-dimethoxy-1,5-naphthyridin-4-yl)oxy]-3-fluorophenyl]-4-hydroxy-2,6-dimethyl-5-(2-methylpyrazol-3-yl)pyridine-3-carboxamide COC=1N=C2C(=CC=NC2=CC1OC)OC1=C(C=C(C=C1)NC(=O)C=1C(=NC(=C(C1O)C=1N(N=CC1)C)C)C)F